S1C(=NC2=C1C=CC=C2)NC(=O)C=2C=CC=C1CCN(CC21)C2=CC=C(C(=N2)C(=O)OC(C)(C)C)C2=C(C(=CC=C2)OCCCCCCC=O)C tert-butyl 6-(8-(benzo[d]thiazol-2-ylcarbamoyl)-3,4-dihydroisoquinolin-2(1H)-yl)-3-(2-methyl-3-((7-oxoheptyl)oxy)phenyl)picolinate